ethyl-5-(7-methoxyquinolin-8-yl)pyridin-2-amine C(C)C=1C(=NC=C(C1)C=1C(=CC=C2C=CC=NC12)OC)N